ClC1=CC(=C(C=C1Cl)C1(CCN(CC1)C(=O)OC(C)(C)C)CO)OC tert-butyl 4-(4,5-dichloro-2-methoxyphenyl)-4-(hydroxymethyl)piperidine-1-carboxylate